COC1=NC=CC=C1/C=C/C#N trans-3-(2-methoxypyridin-3-yl)acrylonitrile